C1(CC1)C1=C(C(=NO1)C1=C(C=CC=C1)OC(F)(F)F)COC1C[C@H]2CC[C@@H](C1)N2C2=NC=C(C(=O)O)C=C2 6-((1R,3R,5S)-3-((5-cyclopropyl-3-(2-(trifluoromethoxy)phenyl)isoxazol-4-yl)methoxy)-8-azabicyclo[3.2.1]octan-8-yl)nicotinic acid